tert-butyl (3S)-3-[3-(4-tert-butyl-2-pyridyl)-3-(tert-butylsulfinylamino)propyl]pyrrolidine-1-carboxylate C(C)(C)(C)C1=CC(=NC=C1)C(CC[C@@H]1CN(CC1)C(=O)OC(C)(C)C)NS(=O)C(C)(C)C